2-(2-hydroxy-5-t-octylphenyl)benzotriazole OC1=C(C=C(C=C1)C(C)(C)CC(C)(C)C)N1N=C2C(=N1)C=CC=C2